6-(4-chloro-3-fluorophenyl)pyrimidine-4-carboxylic acid ClC1=C(C=C(C=C1)C1=CC(=NC=N1)C(=O)O)F